6-chloro-5-(1-phenyl-1H-pyrazol-4-yl)-1H-indole-3-carboxylic acid ClC1=C(C=C2C(=CNC2=C1)C(=O)O)C=1C=NN(C1)C1=CC=CC=C1